C1(CCCC1)N1N=C2N(C3=CC=CC=C3C(N2CCC(C)C)=O)C1=S N-Cyclopentyl-4-isopentyl-5-oxo-1-thioxo-1,2,4,5-tetrahydro-[1,2,4]triazolo[4,3-a]quinazoline